CC(CC)OC(C)=O 1-Methylpropylacetat